C(C)(C)(C)OC(=O)N\C(=N/C(OC(C)(C)C)=O)\NOCCC(=O)OC methyl (E)-6-((tert-butoxycarbonyl) amino)-2,2-dimethyl-4-oxo-3,8-dioxa-5,7-diazaundec-5-en-11-oate